2-(4,4-difluorocycloheptane-1-yl)-6-difluoromethylnicotinic acid methyl ester COC(C1=C(N=C(C=C1)C(F)F)C1CCC(CCC1)(F)F)=O